2-(2,6-Dioxopiperidin-3-yl)-5-(2-oxo-2-(4-(4-((5-(m-tolyl)imidazo[1,2-a]pyrazin-8-yl)amino)phenyl)piperazin-1-yl)ethoxy)isoindoline-1,3-dione O=C1NC(CCC1N1C(C2=CC=C(C=C2C1=O)OCC(N1CCN(CC1)C1=CC=C(C=C1)NC=1C=2N(C(=CN1)C=1C=C(C=CC1)C)C=CN2)=O)=O)=O